FC1=CC=C(C=C1)NC(=O)C1(CC1)C(=O)NC1=CC=C(C=C1)OC1=NC=NC=2C1=NC=1CCCCC1C2 1-N'-(4-fluorophenyl)-1-N-[4-(6,7,8,9-tetrahydropyrimido[5,4-b]quinolin-4-yloxy)phenyl]cyclopropane-1,1-dicarboxamide